α-methyl-δ-valerolactone CC1C(=O)OCCC1